1-(imidazo[1,2-a]pyrimidin-2-ylmethyl)piperidin N=1C(=CN2C1N=CC=C2)CN2CCCCC2